(R)-3-Hydroxy-1-methyl-3-(3-methyl-5-(2-(5-tosyl-5H-pyrrolo[2,3-b]pyrazin-7-yl)thiazol-4-yl)phenyl)pyrrolidin-2-one O[C@@]1(C(N(CC1)C)=O)C1=CC(=CC(=C1)C=1N=C(SC1)C1=CN(C2=NC=CN=C21)S(=O)(=O)C2=CC=C(C)C=C2)C